4-((2S,3S,4S,5S)-3-(2-(difluoromethoxy)-3,4-difluorophenyl)-4,5-dimethyl-5-(trifluoromethyl)tetrahydrofuran-2-carboxamido)picolinamide FC(OC1=C(C=CC(=C1F)F)[C@H]1[C@H](O[C@@]([C@H]1C)(C(F)(F)F)C)C(=O)NC1=CC(=NC=C1)C(=O)N)F